C(C)N1C(C2=C(C(=C1)C=1C=C3C(=NC1)N=C(N3CC3=CC=C(C=C3)OC)C)C=CN2)=O 6-ethyl-4-(1-(4-methoxybenzyl)-2-methyl-1H-imidazo[4,5-b]pyridin-6-yl)-1,6-dihydro-7H-pyrrolo[2,3-c]pyridin-7-one